C(C1=CC=CC=C1)N1N=CC(=C1)C=1C=C2C(=NNC2=CC1)C(=O)NC1=CC=NC=C1 5-(1-benzyl-1H-pyrazol-4-yl)-N-(pyridin-4-yl)-1H-indazole-3-carboxamide